(2-methoxy-6-nitro-phenyl)-methanol COC1=C(C(=CC=C1)[N+](=O)[O-])CO